ClC=1C(=CC(NC1)=O)F 5-chloro-4-fluoropyridin-2(1H)-one